BrC=1N=C(N(C1)C([2H])([2H])[2H])C=O 4-bromo-1-(methyl-d3)-1H-imidazole-2-carbaldehyde